C1(CC1)[C@H](C)NC(=O)C1=CC(=NN1CCO)C=1C=C(C=CC1)C=1OC(=CN1)C(=O)NC(CC)CC (S)-2-(3-(5-((1-cyclopropylethyl)carbamoyl)-1-(2-hydroxyethyl)-1H-pyrazol-3-yl)phenyl)-N-(pentan-3-yl)oxazole-5-carboxamide